3H-spiro[2-benzofuran-1,9'-xanthene]-6-carboxamide C1=CC=CC=2OC3=CC=CC=C3C3(C12)OCC1=C3C=C(C=C1)C(=O)N